BrC=1C=C(C=C(C1OC)[N+](=O)[O-])CCN1CCCCC1 1-(3-bromo-4-methoxy-5-nitrophenylethyl)piperidine